BrC=1C(=NC(=CC1)C([2H])([2H])[2H])C(=O)O[2H] 3-bromo-6-(methyl-d3)picolinic acid-d